N-(3-fluorobenzyl)-2-(3-(4-methoxyphenyl)-6-oxopyridazin-1(6H)-yl)acetamide FC=1C=C(CNC(CN2N=C(C=CC2=O)C2=CC=C(C=C2)OC)=O)C=CC1